C(C)(C)(C)OC(=O)N1[C@H](C[C@H](C1)C1=CC(=C(C=C1)OC(F)F)OCC(C)C)CO (2R,4S)-4-(4-(difluoromethoxy)-3-isobutoxyphenyl)-2-(hydroxymethyl)pyrrolidine-1-carboxylic acid tert-butyl ester